C[C@H](CCCC(C)C(=O)O)[C@H]1CC[C@@H]2[C@@]1(CC[C@H]3[C@H]2CC=C4[C@@]3(CC[C@@H](C4)O)C)C 3β-hydroxy-5-cholestanoic acid